B(O)(O)O.C(O)C(CC)(CO)CO.C(O)C(CC)(CO)CO di(trimethylolpropane) borate